C(C)(=O)C1(CC(=NO1)C=1C(=CC(=C(C1)N1C(N(C(N(C1=O)C)=S)C)=O)F)Cl)C 3-[5-(5-acetyl-5-methyl-4H-isoxazol-3-yl)-4-chloro-2-fluoro-phenyl]-1,5-dimethyl-6-thioxo-1,3,5-triazinane-2,4-dione